(3-amino-5-bromopyrazin-2-yl)-5-fluoropyridine-2-carboxamide NC=1C(=NC=C(N1)Br)C=1C(=NC=C(C1)F)C(=O)N